3-Cyclopentyl-7-(3-(3-fluoro-4-(methylsulfonyl)phenyl)-1H-pyrazolo[3,4-b]pyridin-5-yl)-2,3,4,5-tetrahydro-1H-benzo[d]azepine C1(CCCC1)N1CCC2=C(CC1)C=C(C=C2)C=2C=C1C(=NC2)NN=C1C1=CC(=C(C=C1)S(=O)(=O)C)F